4-{[(6-fluoropyridin-2-yl)oxy[methyl]piperidin-1-yl]ethyl}-6-fluorobenzamide FC1=CC=CC(=N1)OC1(N(CCCC1)CCC1=CC=C(C(=O)N)C(=C1)F)C